ClCCC(CCCCCCCC(CCCC)C)C 1-Chloro-3,11-dimethylpentadecane